ClC1=C(C=CC=C1)C1NCN(C(=C1)C(F)(F)F)NC 4-(2-chlorophenyl)-1-(methylamino)-6-(trifluoromethyl)-3H-pyrimidine